C1N(CC2C1CCC2)CCOC2=CC=C(C(=O)N)C=C2 4-(2-(hexahydrocyclopenta[c]pyrrol-2(1H)-yl)ethoxy)benzamide